IC1=CC=C(C[C@@H]2O[C@H]([C@H](N(C2=O)[C@@H](C(=O)OCC)CCC)C2=CC=C(C=C2)Cl)C2=CC=C(C=C2)Cl)C=C1 (R)-ethyl 2-((2S,5R,6S)-2-(4-iodobenzyl)-5,6-bis(4-chlorophenyl)-3-oxomorpholino)pentanoate